6H-cyclopenta[g]isoquinoline-7-carboxylic acid C1=NC=CC2=CC3=C(C=C12)C=C(C3)C(=O)O